5-[[2-[(2S,5R)-5-methyl-2-(6-oxo-1H-pyridin-3-yl)-1-piperidyl]-2-oxo-acetyl]amino]pyridine-3-carboxamide C[C@@H]1CC[C@H](N(C1)C(C(=O)NC=1C=C(C=NC1)C(=O)N)=O)C1=CNC(C=C1)=O